CC=1C=C(C=CC1C)COCCN(C(C)(C#C)C)C N-[2-[(3,4-dimethylphenyl)methoxy]ethyl]-N,2-dimethyl-but-3-yn-2-amine